FC=1C=C(C#N)C=C(C1)OC1=CC=C2C(C([C@]3(CCCC1=C32)O)(F)F)(F)F (R)-3-fluoro-5-((1,1,2,2-tetrafluoro-8a-hydroxy-1,2,6,7,8,8a-hexahydroacenaphthylen-5-yl)oxy)benzonitrile